4-[5-(1-ethyl-3-methyl-1H-pyrazol-5-yl)-4H-1,2,4-triazol-3-yl]-1-{[(2R)-1-ethylpiperidin-2-yl]methyl}-1H-indazole-6-carboxamide C(C)N1N=C(C=C1C=1NC(=NN1)C1=C2C=NN(C2=CC(=C1)C(=O)N)C[C@@H]1N(CCCC1)CC)C